methyl 4-(3-oxoisothiazolo[5,4-b]pyridin-2(3H)-yl)benzoate O=C1N(SC2=NC=CC=C21)C2=CC=C(C(=O)OC)C=C2